Cis-3-amino-2-(3-iodobenzyl)piperidine-1-carboxylic acid tert-butyl ester C(C)(C)(C)OC(=O)N1[C@H]([C@H](CCC1)N)CC1=CC(=CC=C1)I